1,2,4-tributoxynaphthalene C(CCC)OC1=C(C=C(C2=CC=CC=C12)OCCCC)OCCCC